1-(2-((2-(dimethylcarbamoyl)-4-methylthiophen-3-yl)amino)-2-oxoethyl)-4,4-bis(hydroxymethyl)-1-(2-oxo-2-((1-phenylcyclopropyl)amino)ethyl)piperidin-1-ium CN(C(=O)C=1SC=C(C1NC(C[N+]1(CCC(CC1)(CO)CO)CC(NC1(CC1)C1=CC=CC=C1)=O)=O)C)C